2-chloro-N4-isopropylpyridine-3,4-diamine ClC1=NC=CC(=C1N)NC(C)C